(1R,4R,4aS,7R,7aR,12bR)-7-amino-9-(benzyloxy)-3-(cyclopropylmethyl)-1-fluoro-1,2,3,4,5,6,7,7a-octahydro-4aH-4,12-methanobenzofuro[3,2-e]isoquinolin N[C@H]1[C@H]2[C@@]34[C@H](CN([C@@H]([C@H]3CC1)CC1=CC=C(C(=C14)O2)OCC2=CC=CC=C2)CC2CC2)F